2-(2,6-dioxo-3-piperidyl)-5-fluoro-6-piperazin-1-yl-isoindoline-1,3-dione hydrochloride Cl.O=C1NC(CCC1N1C(C2=CC(=C(C=C2C1=O)F)N1CCNCC1)=O)=O